1-methylpyridin-1-ium iodide salt [I-].C[N+]1=CC=CC=C1